Cl.N[C@H](C)C1=CC=C(C=C1)S(=O)(=O)NC=1C=CC(=C2C(=CNC12)C#N)C 4-[(1R)-1-aminoethyl]-N-(3-cyano-4-methyl-1H-indol-7-yl)benzene-1-sulfonamide hydrochloride